CC1=C(C=CC(=C1)C1=NNC(CC1C)=O)NC(=N)NS(=O)(=O)C N-(N-(2-methyl-4-(4-methyl-6-oxo-1,4,5,6-tetrahydropyridazine-3-yl)phenyl)amidino)methanesulfonamide